4-(8-(1-((3,5-difluorophenyl)amino)ethyl)-2-morpholino-4-oxo-4H-chromen-6-yl)-1H-pyrazol-3(2H)-one FC=1C=C(C=C(C1)F)NC(C)C=1C=C(C=C2C(C=C(OC12)N1CCOCC1)=O)C=1C(NNC1)=O